C(CCCCCCCCCC)(=O)N undecaneamide